CS(=O)(=O)N1CCC(CC1)C1COC2=CC(=CC=C2C1)O 3-(1-(methylsulfonyl)piperidin-4-yl)-7-hydroxychroman